N-[3-(p-ethoxybenzenesulfonyloxy)phenyl]-N'-[4-(p-ethoxybenzenesulfonyloxy)phenyl]urea C(C)OC1=CC=C(C=C1)S(=O)(=O)OC=1C=C(C=CC1)NC(=O)NC1=CC=C(C=C1)OS(=O)(=O)C1=CC=C(C=C1)OCC